N-{1-[(3-hydroxyphenyl)methyl]piperidin-4-yl}pyrazolo[1,5-a]pyrimidine-3-carboxamide OC=1C=C(C=CC1)CN1CCC(CC1)NC(=O)C=1C=NN2C1N=CC=C2